C(CC)N1NNN=C1 N-propyl-2H-tetrazole